FC1=C2C=NNC2=CC=C1C1=C(N=C2N1C=C(N=C2)C2=CC(=CC=C2)C(C)C)C(F)(F)F 3-(4-fluoro-1H-indazol-5-yl)-6-(3-isopropyl-phenyl)-2-trifluoromethyl-imidazo[1,2-a]pyrazine